4,4-di-tert-butyl-2,2'-bipyridine C(C)(C)(C)C1(CC(=NC=C1)C1=NC=CC=C1)C(C)(C)C